C(C)(C)(C)C=1C(=NC(=CC1C1=NNC=N1)C(F)(F)F)C1CC1 tert-butyl-2-Cyclopropyl-4-(1H-1,2,4-triazol-3-yl)-6-(trifluoromethyl)pyridine